4-{2-[(tert-butyldiphenylsilyl)oxy]ethyl}-6-chloropyridine-3-sulfonyl chloride [Si](C1=CC=CC=C1)(C1=CC=CC=C1)(C(C)(C)C)OCCC1=C(C=NC(=C1)Cl)S(=O)(=O)Cl